[O-]O.CC(C)(CCC(C)(C(C1=CC=CC=C1)=O)C)C(C1=CC=CC=C1)=O 2,5-dimethyl-2,5-dibenzoylhexane hydroperoxide